(RS)-(4-Pyrrolidin-3-yl-phenyl)carbamic acid N1C[C@H](CC1)C1=CC=C(C=C1)NC(O)=O |r|